O1CC(CC1)NC(OC1=CC=CC=C1)=O phenyl (tetrahydrofuran-3-yl)carbamate